sodium (S-phenyl-N-((trifluoromethyl)sulfonyl)sulfinimidoyl)-((trifluoromethyl)sulfonyl)amide C1(=CC=CC=C1)S(=NS(=O)(=O)C(F)(F)F)[N-]S(=O)(=O)C(F)(F)F.[Na+]